OC1[C@H](O[C@H](C([C@H]1O)O)OC1=CC=C(C=C1)\C=C\C(NCCCN1CCCC1)=O)C(=O)O (2S,4S,6S)-3,4,5-trihydroxy-6-(4-((E)-3-oxo-3-((3-(pyrrolidin-1-yl)propyl)amino)prop-1-en-1-yl)phenoxy)tetrahydro-2H-pyran-2-carboxylic acid